NC1CC(N(C1)C1=CC=C(C=C1)S(=O)(=O)N1CCN(CC1)C1=NC(=CC(=C1)C1(CC1)C1=CC=CC=C1)Cl)=O 4-amino-1-[4-[4-[6-chloro-4-(1-phenylcyclopropyl)-2-pyridinyl]piperazin-1-yl]sulfonylphenyl]pyrrolidin-2-one